COC(=O)C1CC2(CCN(C2)CC2=CC=CC=C2)CC1 2-benzyl-2-azaspiro[4.4]nonane-7-carboxylic acid methyl ester